CN(C=1SC(=CN1)C=O)C 2-(dimethylamino)thiazole-5-carbaldehyde